cyclohexyl-2-{4-[2,4-bis(trichloromethyl)-s-triazin-6-yl]phenylthio}propanoic acid C1(CCCCC1)C(C(=O)O)(C)SC1=CC=C(C=C1)C1=NC(=NC(=N1)C(Cl)(Cl)Cl)C(Cl)(Cl)Cl